Phenol-d5 [2H]C1=C(C(=C(C(=C1[2H])[2H])O)[2H])[2H]